FC1=C2C3(C(N(C2=CC=C1)C1=CC=NN1C)=O)CCCCC3 fluoro-1'-(1-methyl-1H-pyrazol-5-yl)spiro[cyclohexane-1,3'-indoline]-2'-one